[5-(1H-benzimidazol-2-yl)-1-[(4-methoxyphenyl)methyl]pyrazol-3-yl]-4-fluoro-benzamide N1C(=NC2=C1C=CC=C2)C2=CC(=NN2CC2=CC=C(C=C2)OC)C2=C(C(=O)N)C=CC(=C2)F